(E)-2-cyclohexyl-5-(2-fluoro-styryl)-1,3-dimethoxybenzene C1(CCCCC1)C1=C(C=C(C=C1OC)\C=C\C1=C(C=CC=C1)F)OC